tert-butyl 4-[[(2S)-2-amino-3,3-dicyclopropyl-propanoyl]amino]pyrazole-1-carboxylate N[C@H](C(=O)NC=1C=NN(C1)C(=O)OC(C)(C)C)C(C1CC1)C1CC1